C1(CC1)N1C(C(=C(C2=CC=NC=C12)O)C#N)=O cyclopropyl-4-hydroxy-2-oxo-1,2-dihydro-1,7-naphthyridine-3-carbonitrile